C(C1=CC=CC=C1)C1=NN=C(O1)[C@H](CC1=CC(=C(C=C1)OC1=C2C(=NC=C1)NC=C2C)F)N (S)-1-(5-benzyl-1,3,4-oxadiazol-2-yl)-2-(3-fluoro-4-((3-methyl-1H-pyrrolo[2,3-b]pyridin-4-yl)oxy)phenyl)ethanamine